N1N=CC(=C1)B1OC(C)(C)C(C)(C)O1 pyrazol-4-yl-boronic acid pinacol ester